C(C)(C)(C)OC(N[C@H]1[C@@H](CCC1)NC=1OC=2C(=NC(=CC2)Cl)N1)=O N-[(1R,2R)-2-[(5-Chlorooxazolo[4,5-b]pyridin-2-yl)amino]cyclopentyl]carbamic acid tert-butyl ester